(S)-N-(5-(benzyloxy)pyridin-2-yl)-2-((S)-4,4-difluoro-3-(6-oxo-1,6-dihydropyridin-3-yl)piperidin-1-yl)propionamide C(C1=CC=CC=C1)OC=1C=CC(=NC1)NC([C@H](C)N1C[C@@H](C(CC1)(F)F)C1=CNC(C=C1)=O)=O